CN(C=1C(C(=O)[O-])=CC(=CC1)CC1=CC=C(C(C(=O)[O-])=C1)N)C dimethyl-(5,5'-methylenebis-anthranilate)